[Md+3].OC1CN(C1)CC(=O)N 2-(3-hydroxyazetidin-1-yl)acetamide mendelevium(III)